methyl-8-(tetrahydro-2H-pyran-4-ylmethyl)-7,8-dihydropteridin-6(5H)-one CC1=NC=2N(CC(NC2C=N1)=O)CC1CCOCC1